C(=O)O.ClC1=C(C(=O)N2CCN(CC2)C(=O)N[C@@H]2CNC[C@H]2O)C=CC(=C1)NC(=O)C=1N(C(=CN1)C1=C(C(=C(C=C1)OC)F)F)C 4-[2-chloro-4-[[5-(2,3-difluoro-4-methoxy-phenyl)-1-methyl-imidazole-2-carbonyl]amino]benzoyl]-N-[(3R,4R)-4-hydroxypyrrolidin-3-yl]piperazine-1-carboxamide formate